cis-2-(Para-fluorophenyl)cyclopropylamine FC1=CC=C(C=C1)[C@@H]1[C@@H](C1)N